ClC=1C(NN=CC1N1CC=2N(CC1)C(=CN2)C(C2=C(C=CC(=C2)F)C(F)(F)F)=O)=O 4-chloro-5-(3-(5-fluoro-2-(trifluoromethyl)benzoyl)-5,6-dihydroimidazo[1,2-a]pyrazin-7(8H)-yl)pyridazin-3(2H)-one